(R)-3-((R)-2-(3-fluoro-4-phosphonophenyl)-2-(imidazo[1,2-a]pyridine-3-carboxamido)acetamido)-2-hydroxy-3,4-dihydro-2H-benzo[e][1,2]oxaborinine-8-carboxylic acid FC=1C=C(C=CC1P(=O)(O)O)[C@H](C(=O)N[C@@H]1B(OC2=C(C1)C=CC=C2C(=O)O)O)NC(=O)C2=CN=C1N2C=CC=C1